IC1CN(C1)C(=O)OC(C)(C)C tert-butyl 3-iodoazetidine-1-carboxylate